C(=C)C=1C=C(C=CC1)S(=O)(=O)O 3-vinylbenzenesulfonic acid